3-ethoxy-4,6-difluorodibenzofuran-7-ol C(C)OC=1C=CC2=C(OC3=C2C=CC(=C3F)O)C1F